7-Methyl-4-(4-trifluoromethoxy-phenylamino)-7H-pyrrolo[2,3-d]pyrimidine-6-carboxylic acid (1-ethyl-pyrrolidin-2-yl)-amide C(C)N1C(CCC1)NC(=O)C1=CC2=C(N=CN=C2NC2=CC=C(C=C2)OC(F)(F)F)N1C